C(C)(C)(C)OC(N[C@H]1COC[C@@H]1O)=O ((3S,4R)-4-hydroxytetrahydrofuran-3-yl)carbamic acid tert-butyl ester